CNC(CN1CCOCC1)=O N-methyl-2-(morpholin-4-yl)acetamide